[5-[4-[6-chloro-5-(cyclopropylcarbamoyl)-3-pyridyl]pyrazol-1-yl]-1-methyl-4-(trifluoromethyl)pyrazol-3-yl]1,1,1,2,3,3,3-heptafluoropropane-2-sulfonate ClC1=C(C=C(C=N1)C=1C=NN(C1)C1=C(C(=NN1C)OS(=O)(=O)C(C(F)(F)F)(C(F)(F)F)F)C(F)(F)F)C(NC1CC1)=O